(4-(7-(cyclopentylmethyl)-8-(4-iodophenethyl)-2,6-dioxo-1-(prop-2-yn-1-yl)-1,2,6,7-tetrahydro-3H-purin-3-yl)butyl)phosphonic acid C1(CCCC1)CN1C(=NC=2N(C(N(C(C12)=O)CC#C)=O)CCCCP(O)(O)=O)CCC1=CC=C(C=C1)I